CC1=NC(=CC=C1S(=O)(=O)N1CC2(C1)C[C@H](CC2)N2CCOCC2)C(F)(F)F (S)-4-(2-((2-methyl-6-(trifluoromethyl)pyridin-3-yl)sulfonyl)-2-azaspiro[3.4]octan-6-yl)morpholine